hypophosphorous acid phosphite P(O)(O)O.[PH2](=O)O